C(C)OC1=C(C=CC=C1)C1=NC=2CN(C[C@@]3([C@@H](CN(CC3)C3=C(C#N)C=C(C=C3)F)CC)C2C=C1)C[C@@H]1NCCC1 2-[(3'S,5S)-2-(2-ethoxyphenyl)-3'-ethyl-7-[[(2R)-pyrrolidin-2-yl]methyl]spiro[6,8-dihydro-1,7-naphthyridine-5,4'-piperidine]-1'-yl]-5-fluorobenzonitrile